C(C(C)C)[C@@H]1C(N2[C@@H](N(O1)C(\C=C\C=1SC=CN1)=O)CN(C([C@@H]2CC(C)C)=O)CCC(=O)N)=O 3-((3R,6S,9aS)-3,6-diisobutyl-4,7-dioxo-1-((E)-3-(thiazol-2-yl)acryloyl)hexahydropyrazino[2,1-c][1,2,4]oxadiazin-8(1H)-yl)propanamide